5-chloro-2-(difluoromethyl)-N-((1r,4r)-4-((3-(2-fluorophenyl)-3-hydroxy-6-methoxy-2-oxoindolin-1-yl)methyl)cyclohexyl)nicotinamide ClC=1C=NC(=C(C(=O)NC2CCC(CC2)CN2C(C(C3=CC=C(C=C23)OC)(O)C2=C(C=CC=C2)F)=O)C1)C(F)F